C[C@@]1(C[C@]2([C@H](CC(=O)O2)OO1)C)CCCCCC/C=C/C=C/C3=CC=CC=C3 The molecule is an organic heterobicyclic compound that is a cyclic peroxy compound isolated from the Australian marine sponge Plakinastrella clathrata. It has a role as a metabolite. It is a gamma-lactone and an organic heterobicyclic compound.